CN(C)CC1CN(CCC1(O)C1=CC(=CC=C1)OC)S(=O)(=O)C(C)C 3-((dimethylamino)methyl)-1-(isopropylsulfonyl)-4-(3-methoxyphenyl)piperidin-4-ol